C(#C)C=1SC=C(N1)C(=O)NCCC1=CC(=CC=C1)[N+](=O)[O-] 2-Ethynyl-N-(3-nitrophenethyl)thiazole-4-carboxamide